BrC=1C=CC2=C(CN(CC[C@H]2NC(=O)C=2OC(=NN2)C(C)(C)C)C(=O)OC(C)(C)C)C1 tert-butyl (R)-8-bromo-5-(5-(tert-butyl)-1,3,4-oxadiazole-2-carboxamido)-1,3,4,5-tetrahydro-2H-benzo[c]azepine-2-carboxylate